CC1(C(N(C(N1)=O)C=1C=NC(=CC1)OC=1C=C2C(OCC2=CC1)C(F)(F)F)=O)C 5,5-dimethyl-3-[6-[[3-(trifluoromethyl)-1,3-dihydroisobenzofuran-5-yl]oxy]-3-pyridinyl]imidazolidine-2,4-dione